COC1=CC=C(C=C1)C(OC[C@@H]1[C@H](C[C@@H](O1)N1C=NC=2C1=NC=CC2C=2SC=CC2)OP(OCCC#N)N(C(C)C)C(C)C)(C2=CC=CC=C2)C2=CC=C(C=C2)OC 3-[5-O-[bis(4-methoxyphenyl)phenylmethyl]-3-O-[[bis(1-methylethyl)amino](2-cyanoethoxy)phosphino]-2-deoxy-β-D-erythro-pentofuranosyl]-7-(2-thienyl)-3H-imidazo[4,5-b]pyridine